ClC1=CC2=C(N=N1)C(NC(N2CC2=C(C=C(C=C2)OC)OC)=O)=O 3-chloro-5-(2,4-dimethoxybenzyl)pyrimido[5,4-c]pyridazine-6,8(5H,7H)-dione